tert-butyl N-(2-cyanoallyl)-N-[2-ethoxy-7-[6-[[1-(2-methoxyethyl)-4-piperidyl]carbamoyl]-2-pyridyl]-1-naphthyl]carbamate C(#N)C(CN(C(OC(C)(C)C)=O)C1=C(C=CC2=CC=C(C=C12)C1=NC(=CC=C1)C(NC1CCN(CC1)CCOC)=O)OCC)=C